(S)-4,6-difluoro-N-(5-(piperidin-2-yl)-1H-pyrazol-3-yl)-1H-indole-2-carboxamide FC1=C2C=C(NC2=CC(=C1)F)C(=O)NC1=NNC(=C1)[C@H]1NCCCC1